ClS1C[C@H](CN2C(N=C(C3=CC(=CC1=C23)C(F)(F)F)O)=O)OC2=CC=C(C=C2)F (S)-l-1-chloro-3-(4-fluorophenoxy)-8-hydroxy-10-(trifluoromethyl)-3,4-dihydro-2H,6H-[1,4]thiazepino[2,3,4-ij]quinazolin-6-one